O=C1N(N=C(C=C1C(=O)N[C@@H](C(F)(F)F)C(C)(C)O)C1=CC=C(C=C1)OC(F)(F)F)C=1C=NC=CC1 3-oxo-2-(pyridin-3-yl)-N-[(2R)-1,1,1-trifluoro-3-hydroxy-3-methylbut-2-yl]-6-[4-(trifluoromethoxy)phenyl]-2,3-dihydropyridazine-4-carboxamide